tert-butyl isopentylcarbamate C(CC(C)C)NC(OC(C)(C)C)=O